5-cyano-2,3-dimethylbenzene C(#N)C=1C=C(C(=CC1)C)C